OC(C)(C)C=1C=NC=C(C(=O)O)C1 5-(2-hydroxypropan-2-yl)nicotinic acid